2-(3-(benzyloxy)cyclobutyl)-5-(pyrazin-2-yl)-2,5,6,7-tetrahydro-3H-pyrrolo[2,1-c][1,2,4]triazol-3-one C(C1=CC=CC=C1)OC1CC(C1)N1N=C2N(C1=O)C(CC2)C2=NC=CN=C2